2-(4-chloro-N-methylbenzamido)acetic acid methyl ester COC(CN(C(C1=CC=C(C=C1)Cl)=O)C)=O